3-(3-fluoro-1-methylazetidin-3-yl)prop-2-en-1-one FC1(CN(C1)C)C=CC=O